6-(4-((2-((2,6-dioxopiperidin-3-yl)amino)benzyl)(methyl)amino)piperidin-1-yl)-2-(4-phenoxyphenyl)nicotinamide O=C1NC(CCC1NC1=C(CN(C2CCN(CC2)C2=NC(=C(C(=O)N)C=C2)C2=CC=C(C=C2)OC2=CC=CC=C2)C)C=CC=C1)=O